C(=O)(O)[C@H](CC(=O)C1=CC2=C(S1)C(=C(C(=C2Cl)OCCCOC=2C=C1CN(CC1=CC2OC)C(C[C@@H](C(=O)O)C)=O)OC)Cl)C (S)-4-(5-(3-((2-((S)-3-carboxybutanoyl)-4,7-dichloro-6-methoxy-benzo[b]thiophen-5-yl)oxy)propoxy)-6-methoxy-isoindolin-2-yl)-2-methyl-4-oxobutanoic acid